6-methyl-3-(3-(piperidine-1-carbonyl)pyrazolo[1,5-a]pyridin-7-yl)-7,8-dihydro-1,6-naphthyridin-5(6H)-one CN1C(C=2C=C(C=NC2CC1)C1=CC=CC=2N1N=CC2C(=O)N2CCCCC2)=O